2-Cyclododecylacetic acid C1(CCCCCCCCCCC1)CC(=O)O